BrC=1C=C(C=CC1)C1(CC(C1)C)C1=NN=CN1C 3-((1s,3s)-1-(3-Bromophenyl)-3-methylcyclobutyl)-4-methyl-4H-1,2,4-triazole